1-bromo-2-(bromomethyl)-3-chloro-5-fluorobenzene BrC1=C(C(=CC(=C1)F)Cl)CBr